N-methyl-N-(2-methacryloyloxyethyl)p-toluidine CN(C1=CC=C(C=C1)C)CCOC(C(=C)C)=O